C(C)(C)[C@H]1CO[C@@]23CC[C@H](C[C@H]3CCC(N21)=O)NCC2=CC(=NC1=CC=CC=C21)C(F)(F)F (3S,7aR,9R,11aR)-3-isopropyl-9-[[2-(trifluoromethyl)-4-quinolyl]methylamino]-3,6,7,7a,8,9,10,11-octahydro-2H-oxazolo[2,3-j]quinolin-5-one